tert-butyl (3-(2,6-dioxopiperidin-3-yl)-1-methyl-1H-indazol-7-yl)carbamate O=C1NC(CCC1C1=NN(C2=C(C=CC=C12)NC(OC(C)(C)C)=O)C)=O